4-bromo-1-[3-(difluoromethyl)phenyl]pyrazole BrC=1C=NN(C1)C1=CC(=CC=C1)C(F)F